indanylamine C1CC2=CC=CC=C2C1N